Cl.CNC1CC=2C(OC1)=CSC2 N-methyl-3,4-dihydro-2H-thieno[3,4-b]pyran-3-amine hydrochloride salt